2-(Dimethylamino)-1-phenylethan-1-one CN(CC(=O)C1=CC=CC=C1)C